C[C@@H]1CC[C@H](NC1)C1=CC2=C(N=CS2)C=C1 |r| rac-6-((2S,5R)-5-methylpiperidin-2-yl)benzo[d]thiazole